5-nitro-2-(1H-pyrrolo[2,3-b]-pyridin-4-yl)-2H-indazole [N+](=O)([O-])C1=CC2=CN(N=C2C=C1)C1=C2C(=NC=C1)NC=C2